SC1=C(N=C(N1)CC)C mercapto-2-ethyl-4-methylimidazole